CC1OC2=C(C(=NC(=C2)SC)C2=CN(C3=CN=C(C=C32)NC(C)=O)C)OC1C N-(3-(2,3-dimethyl-7-(methylthio)-2,3-dihydro-[1,4]dioxino[2,3-c]pyridin-5-yl)-1-methyl-1H-pyrrolo[2,3-c]pyridin-5-yl)acetamide